tert-butyl (2-(4-(benzyloxy)-1H-indol-3-yl)ethyl)(2-methoxybenzyl)carbamate C(C1=CC=CC=C1)OC1=C2C(=CNC2=CC=C1)CCN(C(OC(C)(C)C)=O)CC1=C(C=CC=C1)OC